ClC=1C(=C(C=CC1O)C1=CC=C(C=C1)O)Cl dichloro-4,4'-dihydroxybiphenyl